ClC1=CC=C(C=C1)N1N=CC2=C1N=C1N(CCC3=C1NC1=CC=CC=C31)C2=O 1-(4-chlorophenyl)-6,7-dihydro-1H-pyrazolo[3'',4'':4',5']pyrimido[1',2':1,2]pyrido[3,4-b]indol-4(12H)-one